1-(3-hydroxypropyl)-piperazine OCCCN1CCNCC1